C(=C)[Si](C)(OC)OC Vinyldi-methoxy-methylsilan